2-ethylhexylether acrylat C(C=C)(=O)O.C(C)C(COCC(CCCC)CC)CCCC